3-(6-tert-Butylthio-3-pyridyl)azetidine-1-carboxylic acid tert-butyl ester C(C)(C)(C)OC(=O)N1CC(C1)C=1C=NC(=CC1)SC(C)(C)C